ClC=1C=NC(=NC1)C(CC(=O)NC[C@H](CC1=C(C=C(C=C1C)O)C)N(C)C)C1(CC1)C(F)(F)F 3-(5-chloropyrimidin-2-yl)-N-((S)-2-(dimethylamino)-3-(4-hydroxy-2,6-dimethylphenyl)propyl)-3-(1-(trifluoromethyl)cyclopropyl)propanamide